ClC=1C=CC(=NC1)N1C(N([C@H](C1)C#N)C1=CN=CC2=CC=CC=C12)=O (R)-1-(5-chloropyridin-2-yl)-3-(isoquinolin-4-yl)-2-oxoimidazoline-4-carbonitrile